1-methylbutan-1-carboxylic acid CC(CCC)C(=O)O